BrC=1C=C(C=CC1)C(CCCOC(C)(C#C)C)N1N=C(C=C1)C=1C=C(OC=2C(=C3C=CNC3=CC2F)CO)C=CC1 (5-(3-(1-(1-(3-Bromophenyl)-4-((2-methylbut-3-yn-2-yl)oxy)butyl)-1H-pyrazol-3-yl)phenoxy)-6-fluoro-1H-indol-4-yl)methanol